C[Sn](C1=COC2=C(C1=O)C=CC=C2)(C)C 3-trimethylstannyl-4H-benzopyran-4-one